C(C)(C)(C)NS(=O)(=O)C1=CC(=CC=C1)C(=O)N1CC2(C3=CC(=CC=C13)NS(=O)(=O)C)CCC(CC2)C(F)F N-(tert-butyl)-3-(4-(difluoromethyl)-5'-(methylsulfonamido)spiro[cyclohexane-1,3'-indoline]-1'-carbonyl)benzenesulfonamide